4-{4-[4-bromo-3-(pyridin-4-yl)pyrazol-1-yl]-3-fluorophenyl}-2-methylpiperazine-1-carboxylate BrC=1C(=NN(C1)C1=C(C=C(C=C1)N1CC(N(CC1)C(=O)[O-])C)F)C1=CC=NC=C1